4-(4-((4-(1-methyl-1H-pyrazol-5-yl)phenyl)ethynyl)phenyl)-2-oxopyridin CN1N=CC=C1C1=CC=C(C=C1)C#CC1=CC=C(C=C1)C1=CC(NC=C1)=O